F[C@@H]1CN(CC[C@@H]1NC1=CC=CC2=C1SC(=C2CC(F)(F)F)C#CCNC2=C(C=C(C(=O)NC)C=C2)OC)C 4-((3-(7-(((3R,4S)-3-fluoro-1-methylpiperidin-4-yl)amino)-3-(2,2,2-trifluoroethyl)benzo[b]thiophen-2-yl)prop-2-yn-1-yl)amino)-3-methoxy-N-methyl-benzamide